tert-butyl N-[(9R,13S)-17-cyano-3-(difluoromethyl)-9-methyl-8-oxo-3,4,7-triazatricyclo[12.3.1.02,6]octadeca-1(18),2(6),4,14,16-pentaen-13-yl]carbamate C(#N)C1=CC=C2[C@H](CCC[C@H](C(NC=3C=NN(C3C1=C2)C(F)F)=O)C)NC(OC(C)(C)C)=O